CC1=C(C=2N(C=C1C1=C(C3=C(N1)SC(=C3C)C3CCC(CC3)C(=O)O)C(C)C)N=CN2)C 4-[5-(7,8-dimethyl-[1,2,4]triazolo[1,5-a]pyridin-6-yl)-4-isopropyl-3-methyl-6H-thieno[2,3-b]pyrrol-2-yl]cyclohexanecarboxylic acid